pyridine-p-carboxylic acid N1=CC=C(C=C1)C(=O)O